imidazophenanthroline N1=CC=CC2=CC=C3CC=4C(=NC3=C12)N=CN4